4'-dimethylcarbamoylthiobenzophenone CN(C(=O)C1=CC=C(C=C1)C(C1=CC=CC=C1)=S)C